1-hexyl-2-propylpiperidinium fluoride [F-].C(CCCCC)[NH+]1C(CCCC1)CCC